di-tert-butyl-[3,6-dimethoxy-2',4',6'-tris(prop-2-yl)biphenyl-2-yl]Phosphane C(C)(C)(C)P(C1=C(C(=CC=C1OC)OC)C1=C(C=C(C=C1C(C)C)C(C)C)C(C)C)C(C)(C)C